4-[(3-Methoxy-4-{5-[(morpholin-4-yl)methyl]-1,2,4-oxadiazol-3-yl}pyridin-2-yl)amino]-N-(2H3)methyl-6-propanamidopyridazin-3-carboxamid COC=1C(=NC=CC1C1=NOC(=N1)CN1CCOCC1)NC1=C(N=NC(=C1)NC(CC)=O)C(=O)NC([2H])([2H])[2H]